OC=1C=C(C=CC1O)C=1OC2=CC(=CC(=C2C(C1OC1OC[C@H]([C@@H]([C@H]1O)O)O)=O)O)O 2-(3,4-dihydroxyphenyl)-5,7-dihydroxy-3-[(3R,4S,5R)-3,4,5-trihydroxyoxan-2-yl]oxychromen-4-one